isopropyl 2-(furan-2-ylmethylene)-4-nitrobutanoate O1C(=CC=C1)C=C(C(=O)OC(C)C)CC[N+](=O)[O-]